C(CN(CC(=O)O)CC(=O)O)N(CC(=O)O)CC(=O)O.[Na].[Na] Disodium ethylenediamineTetraacetic acid